N4-[6-(5-chloro-2-fluorophenyl)-3-methoxypyridazin-4-yl]-pyridine-2,4-diamine ClC=1C=CC(=C(C1)C1=CC(=C(N=N1)OC)NC1=CC(=NC=C1)N)F